ON=C(N)C1=CN=CN1 N'-hydroxy-1H-imidazole-5-carboxamidine